1-(tert-butyl)-N-(2-methyl-4-(pyrrolo[2,1-f][1,2,4]triazin-4-yl)benzyl)-1H-pyrazole-3-carboxamide C(C)(C)(C)N1N=C(C=C1)C(=O)NCC1=C(C=C(C=C1)C1=NC=NN2C1=CC=C2)C